O(C1=CC=CC=C1)C1=CC=C(COC(C=C)=O)C=C1.FC=1C=C(C=C(C1)F)[C@@H]1N(OCC1)C1=CC(=NC=N1)NC=1C(=CC(=C(C1)NC(C=C)=O)N1CCC(CC1)N1[C@@H](CN(CC1)C)C)OC N-(5-((6-((R)-3-(3,5-difluorophenyl)isoxazolidine-2-yl)pyrimidine-4-yl)amino)-2-(4-((R)-2,4-dimethylpiperazine-1-yl)piperidine-1-yl)-4-methoxyphenyl)acrylamide p-phenoxybenzylacrylate